C(C1=CC=CC=C1)OC(=O)C(C(=O)O)(C)N ((benzyloxy)carbonyl)-aminopropanoic acid